ClC=1C(=C(C=CC1)NC=1C2=C(N=CN1)C=NC(=C2)[C@H]2CN(CCC2)C(C=C)=O)F (R)-1-(3-(4-((3-chloro-2-fluorophenyl)amino)pyrido[3,4-d]pyrimidin-6-yl)piperidin-1-yl)prop-2-en-1-one